S1C(=NC=C1)C(C)(C)N 2-(thiazol-2-yl)propan-2-amine